C(C(=C)C)(=O)N.N[C@H](CC1=CC=C(C=C1)O)C(=O)O D-tyrosine-methacrylamide